FC(CCCCC)(F)F 6,6,6-trifluorohexan